(5-(tert-butyl)-2-nitrophenyl)boronic acid C(C)(C)(C)C=1C=CC(=C(C1)B(O)O)[N+](=O)[O-]